4-[2-(4-ethylsulfanyl-2-methyl-anilino)-5-(trifluoromethyl)pyrimidin-4-yl]cyclohexanone Lithium hydroxid Monohydrat O.[OH-].[Li+].C(C)SC1=CC(=C(NC2=NC=C(C(=N2)C2CCC(CC2)=O)C(F)(F)F)C=C1)C